NC(=O)C1=CC(=CC2=CN(N=C12)C1=CC=C(C=C1)NC(C(C)CCl)=O)F 3-({4-[7-(aminocarbonyl)-5-fluoro-2H-indazole-2-yl]phenyl}amino)-2-(chloromethyl)-3-oxopropane